NC=1N=CC2=C(N1)N(C(C(=C2C)C(=C)OCC)=O)C2CCCC2 2-amino-8-cyclopentyl-6-(1-ethoxyvinyl)-5-methylpyrido[2,3-d]pyrimidin-7-one